C(C)(C)OC(C(CC(CC#N)C)C1=CC=C(C=C1)C=1C=NN(C1)C(F)F)=O 5-cyano-2-(4-(1-(difluoromethyl)-1H-pyrazol-4-yl)phenyl)-4-methylpentanoic acid isopropyl ester